1-(tert-butyl) 6-methyl (E)-3-methylhex-2-enedioate C\C(=C/C(=O)OC(C)(C)C)\CCC(=O)OC